(7S)-3-{[(2-Hydroxy-2-methylpropyl)(methyl)carbamoyl]methyl}-7-methyl-2-[2-(1H-pyrazol-1-yl)ethyl]-3H,6H,7H,8H,9H-imidazo[4,5-f]chinolin OC(CN(C(=O)CN1C(=NC2=C3CC[C@@H](NC3=CC=C21)C)CCN2N=CC=C2)C)(C)C